2-(Nitromethylene)-1,3-thiazinane [N+](=O)([O-])C=C1SCCCN1